N2-methyl-3-((S)-1-phenylethoxy)-N5-((S)-1,1,1-trifluoropropan-2-yl)-1H-pyrrole-2,5-dicarboxamide CNC(=O)C=1NC(=CC1O[C@@H](C)C1=CC=CC=C1)C(=O)N[C@H](C(F)(F)F)C